C1(=CC(=CC=C1)N1N=CC=C1)C (m-tolyl)-1H-pyrazole